4-(4-((8-(2-fluoro-5-(2-morpholinoethoxy)phenyl)quinazolin-2-yl)amino)phenyl)piperazine-1-carboxylic acid tert-butyl ester C(C)(C)(C)OC(=O)N1CCN(CC1)C1=CC=C(C=C1)NC1=NC2=C(C=CC=C2C=N1)C1=C(C=CC(=C1)OCCN1CCOCC1)F